C(C=C)N(CC=C)C N,N-diallylmethylamine